C(CCCCCCCCC=C)=O 10-undecen-1-al